7-(4-(4-(4-amino-2,3-dichlorophenyl)piperazin-1-yl)butoxy)-3,4-dihydroquinolin-2(1H)-one NC1=C(C(=C(C=C1)N1CCN(CC1)CCCCOC1=CC=C2CCC(NC2=C1)=O)Cl)Cl